(S)-N-(4-amino-4-oxo-1-phenylbutyl)-5-(4-(trifluoromethyl)piperidin-1-yl)-3,4-dihydroisoquinoline-2(1H)-carboxamide NC(CC[C@@H](C1=CC=CC=C1)NC(=O)N1CC2=CC=CC(=C2CC1)N1CCC(CC1)C(F)(F)F)=O